C(OC1=C(C=CC=C1)OC)(OC1=C(C=CC=C1)OC)=O bis(2-methoxyphenyl) carbonate